N-(pentan-3-yl)-2-(3-(3-(((1S)-1-(tetrahydrofuran-2-yl)ethyl)carbamoyl)-1H-pyrazol-5-yl)phenyl)oxazole-5-carboxamide CCC(CC)NC(=O)C1=CN=C(O1)C1=CC(=CC=C1)C1=CC(=NN1)C(N[C@@H](C)C1OCCC1)=O